4-(5-Chloro-2-(1H-tetrazol-1-yl)phenyl)pyridin-2-ol ClC=1C=CC(=C(C1)C1=CC(=NC=C1)O)N1N=NN=C1